2-(3'-chloro-phenyl)-propen-1-ol ClC=1C=C(C=CC1)C(=CO)C